methyl (2S,4E)-4-[3-(benzyloxycarbonylamino)-3-methyl-butylidene]-5-oxo-pyrrolidine-1,2-dicarboxylate C(C1=CC=CC=C1)OC(=O)NC(C\C=C\1/C[C@H](N(C1=O)C(=O)OC)C(=O)[O-])(C)C